CS(=O)(=O)NC=1C=C(C=CC1)C1=CC=C(C=C1)C(=O)O 3'-(methylsulfonylamino)-[1,1'-biphenyl]-4-carboxylic acid